COC(=O)C1=CC=C(C2=NC3=C(C(=C(C(=C3N=C12)O)C)O)C=O)O 6-formyl-4,7,9-trihydroxy-8-methylphenazine-1-carboxylic acid methyl ester